6-(4-Fluorophenoxy)-1-phenyl-1H-pyrazolo[3,4-d]pyrimidin-4-amine FC1=CC=C(OC2=NC(=C3C(=N2)N(N=C3)C3=CC=CC=C3)N)C=C1